C(=C)OC1=C(C=CC=2C3=CC=CC=C3CC12)OC=C 1,2-divinyloxyfluorene